BrC1=CC=C(C=C1)P(=O)(C)C 1-bromo-4-dimethylphosphoryl-benzene